(R)-3-(5-chloro-2-oxo-6-(1-(pyridin-2-yl)ethoxy)benzo[d]oxazol-3(2H)-yl)propanoic acid hydrochloride Cl.ClC=1C(=CC2=C(N(C(O2)=O)CCC(=O)O)C1)O[C@H](C)C1=NC=CC=C1